tert-butyl 2-(2-fluorophenyl)-4-hydroxy-4-methylpyrazolidine-1-carboxylate FC1=C(C=CC=C1)N1N(CC(C1)(C)O)C(=O)OC(C)(C)C